O=C1C2=CC=CC=C2SC=2C=CC(=CC12)SC1=CC=C(C=C1)[S+](C1=CC=CC=C1)C1=CC=2C(C3=CC=CC=C3SC2C=C1)=O 4-(9-oxo-9H-thioxanthene-2-yl)thiophenyl-9-oxo-9H-thioxanthene-2-yl-phenylsulfonium